C1(CCCC1)C1=NC=2N(C(N(C(C2N1)=O)CCC)=O)CCC 8-cyclopentyl-1,3-dipropylxanthine